methyl 1-((4-(4-chloro-3,5-dimethylphenoxy)phenyl) sulfonyl)-1,2,3,4-tetrahydroquinoline-6-carboxylate ClC1=C(C=C(OC2=CC=C(C=C2)S(=O)(=O)N2CCCC3=CC(=CC=C23)C(=O)OC)C=C1C)C